C1(CC1)C1C[C@H](N(CC1)CC1=C2C=CN(C2=C(C=C1OC([2H])([2H])[2H])C)C(=O)OC(C)(C)C)C1=CC=C(C=C1)C(=O)OC tert-butyl 4-(((2S)-4-cyclopropyl-2-(4-(methoxycarbonyl)phenyl)piperidin-1-yl)methyl)-5-(methoxy-d3)-7-methyl-1H-indole-1-carboxylate